methyl 5-amino-2-((1R,4r)-4-((R)-4-(tert-butoxycarbonyl)-3-(methoxymethyl) piperazin-1-yl) cyclohexyl)-2H-indazole-6-carboxylate NC1=CC2=CN(N=C2C=C1C(=O)OC)C1CCC(CC1)N1C[C@@H](N(CC1)C(=O)OC(C)(C)C)COC